2-bromo-N-methoxy-N-methyl-acetamide BrCC(=O)N(C)OC